6-methyl-5-((1S,2R)-2-methylcyclopropyl)-1-(tetrahydro-2H-pyran-2-yl)-4-(4,4,5,5-tetramethyl-1,3,2-dioxaborolan-2-yl)-1H-indazole CC1=C(C(=C2C=NN(C2=C1)C1OCCCC1)B1OC(C(O1)(C)C)(C)C)[C@@H]1[C@@H](C1)C